5-((azetidin-3-ylmethyl)amino)-1-oxoisoindolin-2-yl-piperidine-2,6-dione N1CC(C1)CNC=1C=C2CN(C(C2=CC1)=O)N1C(CCCC1=O)=O